[I-](I)I.C(CCC)[PH+](CCCC)CCCC tributylphosphonium triiodide